FC(CN1N=CC(=C1)C1=CC(=C2C=NC(=NN21)N[C@H]2[C@@H](CN(CC2)S(=O)(=O)C)O)F)F (3R,4R)-4-((7-(1-(2,2-difluoroethyl)-1H-pyrazol-4-yl)-5-fluoropyrrolo[2,1-f][1,2,4]triazin-2-yl)amino)-1-(methylsulfonyl)piperidin-3-ol